tert-butyl [1-({4-[(5-chloropyridin-2-yl)amino]pyridin-3-yl}amino)-1-oxopropan-2-yl]carbamate ClC=1C=CC(=NC1)NC1=C(C=NC=C1)NC(C(C)NC(OC(C)(C)C)=O)=O